1-amino-2',3'-dimethyl-spiro[cyclohexane-4,1'-indene]-1-carboxylic acid NC1(CCC2(C(=C(C3=CC=CC=C23)C)C)CC1)C(=O)O